3-[4-(difluoromethanesulfonamido)-3-[(1S)-1-(4-fluorophenyl)ethoxy]phenyl]-5-{[6-(trifluoromethyl)pyridin-2-yl]amino}-1-{[2-(trimethylsilyl)ethoxy]methyl}-1H-pyrazole-4-carboxamide FC(S(=O)(=O)NC1=C(C=C(C=C1)C1=NN(C(=C1C(=O)N)NC1=NC(=CC=C1)C(F)(F)F)COCC[Si](C)(C)C)O[C@@H](C)C1=CC=C(C=C1)F)F